CC=1SC2=C(N1)C=CC(=C2)C2=CNC=1N=C(N=CC12)N[C@H](C(F)(F)F)C (S)-5-(2-methylbenzo[d]thiazol-6-yl)-N-(1,1,1-trifluoropropan-2-yl)-7H-pyrrolo[2,3-d]pyrimidin-2-amine